C(C)N(CCCC1=C(N=C(S1)N)C)C 5-(3-(ethyl-(methyl)amino)propyl)-4-methylthiazol-2-amine